N-aminohexyl-glutarimide NCCCCCCN1C(CCCC1=O)=O